tert-butyl (2R,5S)-2-{5-[2-(trifluoromethoxy)ethoxy]-1,3,4-oxadiazol-2-yl}-5-[6-(trifluoromethyl)quinoline-2-amido]piperidine-1-carboxylate FC(OCCOC1=NN=C(O1)[C@@H]1N(C[C@H](CC1)NC(=O)C1=NC2=CC=C(C=C2C=C1)C(F)(F)F)C(=O)OC(C)(C)C)(F)F